C1(CC1)C=1N=NN(C1)C(C(=O)N1C(CC(C1)O)C(=O)NCC1=CC=C(C=C1)C1=C(N=CS1)C)C(C)(C)C 1-(2-(4-cyclopropyl-1H-1,2,3-triazol-1-yl)-3,3-dimethylbutyryl)-4-hydroxy-N-(4-(4-methylthiazol-5-yl)benzyl)pyrrolidine-2-carboxamide